BrCC(=O)C1=CC=C(S1)CN1C(C(CC1)O)=O 1-((5-(2-bromoacetyl)thiophen-2-yl)methyl)-3-hydroxypyrrolidin-2-one